2-(4-benzylpiperazinyl)-2-oxoethyl-(2E)-but-2-ene-1,4-dioic acid methyl ester COC(\C(=C\C(=O)O)\CC(=O)N1CCN(CC1)CC1=CC=CC=C1)=O